2-(3-((E)-((1S,2R,5R)-2-fluoro-9-azabicyclo[3.3.1]nonan-3-ylidene)methyl)-1,2,4-triazin-6-yl)-5-(1H-imidazol-1-yl)phenol F[C@H]\1[C@@H]2CCC[C@H](C/C1=C\C=1N=NC(=CN1)C1=C(C=C(C=C1)N1C=NC=C1)O)N2